The molecule is the acetate ester of 2-methylbutan-1-ol. It has a role as a metabolite and a Saccharomyces cerevisiae metabolite. It derives from a 2-methylbutan-1-ol. CCC(C)COC(=O)C